N-(2-cyclopropyl-4-fluorophenyl)-2-(4-(2-(4-fluoro-1,3-dioxoisoindol-2-yl)ethyl)piperazin-1-yl)-N-(7-nitrobenzo[c][1,2,5]oxadiazol-4-yl)acetamide C1(CC1)C1=C(C=CC(=C1)F)N(C(CN1CCN(CC1)CCN1C(C2=CC=CC(=C2C1=O)F)=O)=O)C1=CC=C(C2=NON=C21)[N+](=O)[O-]